C(C)(C)(C)OC(=O)N1CCOC2(CC2)C1 4-oxa-7-azaspiro[2.5]octane-7-carboxylic acid tert-butyl ester